acetyl-2-deoxy-D-ribose C(C)(=O)C(=O)C[C@H](O)[C@H](O)CO